OC=1C(=C(C(=NC1C)NC(=O)C=1NC2=CC=C(C=C2C1)C)C)C N-(5-hydroxy-3,4,6-trimethylpyridin-2-yl)-5-methyl-1H-indole-2-carboxamide